NC=1N=C(SC1C(C1=CC=C(C=C1)Cl)=O)N(C1=CC(=C(C=C1)OC(F)F)F)C(C(=O)N)C [N-[4-amino-5-(4-chlorobenzoyl)thiazol-2-yl]-4-(difluoromethoxy)-3-fluoro-anilino]propanamide